[Cl-].C(CCCCCCCCCCCCCCCCC)[N+](CCC[Si](OC)(OC)OC)(C)C octadecyldimethyl-(γ-trimethoxysilylpropyl)-ammonium chloride